(9-bromo-6-hydroxy-[1,2,4]triazolo[5,1-a]isoquinoline-5-carbonyl)glycine BrC1=CC=C2C(=C(N3C(C2=C1)=NC=N3)C(=O)NCC(=O)O)O